CN(C(OC(C)(C)C)=O)CCCC#C tert-butyl N-methyl-N-pent-4-ynyl-carbamate